(3-fluoroazetidin-1-yl)-[(7S)-9-(2,6-difluorophenyl)-7-methyl-13,16-dioxa-18-thia-2,3,5,8-tetrazatetracyclo[8.8.0.02,6.011,17]octadeca-1(10),3,5,8,11(17)-pentaen-4-yl]methanone FC1CN(C1)C(=O)C1=NN2C=3SC=4OCCOCC4C3C(=N[C@H](C2=N1)C)C1=C(C=CC=C1F)F